N1C=C(C2=CC=CC=C12)C=1C=2N(N=C(C1)NC(CC1=CC=C(C=C1)C1CCN(CC1)C(C=C)=O)=O)C=CN2 N-(8-(1H-indol-3-yl)imidazo[1,2-b]pyridazin-6-yl)-2-(4-(1-acryloylpiperidin-4-yl)phenyl)acetamide